1-hexyl-3-methylimidazolium 2-(2-fluoroanilino)-pyridinium salt FC1=C(NC2=[NH+]C=CC=C2)C=CC=C1.C(CCCCC)N1C=[N+](C=C1)C